[5-(2,3-difluoro-phenyl)-3-(2-methylsulfanyl-ethyl)-2,4-dioxo-3,4-dihydro-2H-pyrimidin-1-yl]-acetic acid FC1=C(C=CC=C1F)C=1C(N(C(N(C1)CC(=O)O)=O)CCSC)=O